(±)-N-(8-(3-Hydroxy-3-methylbut-1-yn-1-yl)-1-methyl-2-oxo-2,3,4,5-tetrahydro-1H-benzo[b]azepin-3-yl)-4-phenoxypicolinamid OC(C#CC=1C=CC2=C(N(C([C@@H](CC2)NC(C2=NC=CC(=C2)OC2=CC=CC=C2)=O)=O)C)C1)(C)C |r|